C1(CCCC1)NC=1C=C(C=2N(N1)C(=NN2)C(C)C)NCCC2=NC=CC=C2 N6-cyclopentyl-3-isopropyl-N8-[2-(2-pyridyl)ethyl]-[1,2,4]triazolo[4,3-b]pyridazine-6,8-diamine